ClC1=CC(=C(C=C1)C1=NC(=NC2=C1N=C(N(C2=O)C)C)N2CC(O[C@@H](C2)C=2C=NN(C2)C2CC2)(C)C)F (R)-8-(4-chloro-2-fluorophenyl)-6-(6-(1-cyclopropyl-1H-pyrazol-4-yl)-2,2-dimethylmorpholino)-2,3-dimethylpyrimidino[5,4-d]pyrimidin-4(3H)-one